C(C)N[Si](CC)(CC)CC (ethylamino)triethylsilane